(Rac)-(2S,7R)-11-(trifluoromethyl)-6-oxa-3,10-diazatricyclo[7.4.0.02,7]trideca-1(13),9,11-triene FC(C=1N=C2C[C@H]3OCCN[C@H]3C2=CC1)(F)F |r|